Cl.C1(=CC=CC=C1)[C@@H]1CNCC1 (R)-3-phenylpyrrolidine HCl